CC1=NN=C(O1)C1=NC=C(C(=O)N([C@H]2CNCCC2)C2=NC=CC3=C2C(=CS3)C)C=C1 (R)-6-(5-methyl-1,3,4-oxadiazol-2-yl)-N-(3-methylthieno[3,2-c]pyridin-4-yl)-N-(piperidin-3-yl)nicotinamide